(1,3-dimethyl-1H-inden-2-yl)(2,3-dimethyl-1H-inden-1-yl)dimethylsilane CC1C(=C(C2=CC=CC=C12)C)[Si](C)(C)C1C(=C(C2=CC=CC=C12)C)C